FC1=C(C=C(C=C1OC)OC)C1CCCC2=C(NN=C2C2=C(C=NN2)[N+](=O)[O-])C1 7-(2-fluoro-3,5-dimethoxyphenyl)-3-(4-nitro-1H-pyrazol-5-yl)-1,4,5,6,7,8-hexahydrocyclohepta[C]pyrazole